FC(COCC1=NC=CC(=C1)C(=O)OC)(F)F methyl 2-(2,2,2-trifluoroethoxymethyl)pyridine-4-carboxylate